tert-Butyl 4-cyano-1H-pyrrolo[3,4-c]pyridine-2(3H)-carboxylate C(#N)C1=NC=CC2=C1CN(C2)C(=O)OC(C)(C)C